5-(Benzyloxy)-1-(4-Chlorobenzyl)-2-(2-Methoxyphenyl)-1H-Benzo[d]imidazole C(C1=CC=CC=C1)OC1=CC2=C(N(C(=N2)C2=C(C=CC=C2)OC)CC2=CC=C(C=C2)Cl)C=C1